BrC1=CN=C(S1)C(F)F 5-bromo-2-(difluoromethyl)-1,3-thiazole